C12CN(CC2CC1)C1=NC(=NC(=C1)C1=CC(=CC=C1)OC)N 4-(3-Azabicyclo[3.2.0]heptan-3-yl)-6-(3-methoxyphenyl)pyrimidin-2-amine